ClC=1C=C(C[N+](C)(C)C)C=CC1 (3-chlorobenzyl)trimethylammonium